NC=1C(NC(N(N1)C1=CC(=C(C(=C1)Cl)OC1=NNC(C(=C1)C1CCOCC1)=O)Cl)=O)=O 6-amino-2-(3,5-dichloro-4-[[5-(oxan-4-yl)-6-oxo-1H-pyridazin-3-yl]oxy]phenyl)-4H-1,2,4-triazine-3,5-dione